C1(=CC=CC=C1)C1=CSC=2NC(NC(C21)=O)=O 5-phenylthieno[2,3-d]pyrimidine-2,4(1H,3H)-dione